O1CCN(CC1)C=1C2=C(N=C(N1)N1N=CC(=C1)C=1C=C(C=CC1)O)C=CC=N2 3-(1-(4-morpholinopyrido[3,2-d]pyrimidin-2-yl)-1H-pyrazol-4-yl)phenol